SCCCC=1C=C(C(=CC1)O)O 4-(3-mercaptopropyl)benzene-1,2-diol